2-(phenylsulfinyl)-4-(thiophen-2-yl)-6-(trifluoromethyl)pyrimidine Tert-Butyl-(2-(2-aminoethoxy)ethyl)(2,2-dimethyl-4-oxo-3,8,11-trioxa-5-azatridecan-13-yl)carbamate C(C)(C)(C)OC(N(CCOCCOCCNC(OC(C)(C)C)=O)CCOCCN)=O.C1(=CC=CC=C1)S(=O)C1=NC(=CC(=N1)C=1SC=CC1)C(F)(F)F